5,6-difluoro-4-(4,4,5,5-tetramethyl-1,3,2-dioxaborolan-2-yl)naphthalen-2-carbamate FC1=C2C(=CC(=CC2=CC=C1F)NC(=O)[O-])B1OC(C(O1)(C)C)(C)C